NC(C)(C)C1=CC=C2CNC(C2=C1)=O 6-(2-aminopropan-2-yl)-2,3-dihydro-isoindol-1-one